racemic-thiazolidine-2-carboxylic acid S1[C@@H](NCC1)C(=O)O |r|